COC1=CC=C(C=C1)CCC(C)O 4-(4-methoxyphenyl)-butan-2-ol